1-((3S,4R)-1-(4-aminopyrimidin-2-yl)-3-fluoropiperidin-4-yloxy)propan-2-ol NC1=NC(=NC=C1)N1C[C@@H]([C@@H](CC1)OCC(C)O)F